COCC(=O)C=1C=NC=C(C1)C(F)(F)F 2-Methoxy-1-[5-(trifluoromethyl)pyridin-3-yl]ethanone